(M)-6-chloro-4-(2-(difluoromethyl)-4-(2-propenoyl)-1-piperazinyl)-7-(2-fluorophenyl)-1-(4-methyl-2-(2-propanyl)-3-pyridinyl)pyrido[2,3-d]pyrimidin-2(1H)-one ClC1=CC2=C(N(C(N=C2N2C(CN(CC2)C(C=C)=O)C(F)F)=O)C=2C(=NC=CC2C)C(C)C)N=C1C1=C(C=CC=C1)F